C[C@H]1[C@H]([C@H]([C@@H]([C@@H](O1)O[C@@H]2[C@H]([C@H]([C@H](O[C@H]2O[C@@H]3[C@H]([C@@H](O[C@@H]([C@H]3O)CO)O[C@H]4[C@H]([C@H](OC([C@@H]4O)O)CO)O)NC(=O)C)CO)O)O[C@H]5[C@@H]([C@H]([C@H]([C@H](O5)CO)O)O)O)O)O)O The molecule is a branched amino pentasaccharide consisting of D-galactose at the reducing end with an alpha-L-fucosyl-(1->2)-[beta-D-galactosyl-(1->3)]-beta-D-galactosyl-(1->3)-N-acetyl-beta-D-glucosaminyl moiety attached at the 3-position. It has a role as a carbohydrate allergen. It is an amino pentasaccharide and a glucosamine oligosaccharide.